2,3-difluoro-N,N-dimethylbenzamide FC1=C(C(=O)N(C)C)C=CC=C1F